[Br-].C(C1=CC=CC=C1)N1C=[N+](C=C1)CC(=O)C1=CC2=CC=CC=C2C=C1 1-benzyl-3-(2-(naphthalen-2-yl)-2-oxoethyl)-1H-imidazol-3-ium bromide